C(C1=CC=CC=C1)OC(=O)NC1(CN(C1)C(=O)OC(C)(C)C)C1=CC=CC2=CC=CC=C12 tert-Butyl 3-(((benzyloxy) carbonyl)amino)-3-(naphthalen-1-yl)azetidine-1-carboxylate